[K].C1CCC2=C(C=3CCCC3C=C12)NC(=O)NS(=O)(=O)CCCN(C(C(C)C)=O)C N-(3-(N-((1,2,3,5,6,7-Hexahydro-s-indacen-4-yl)carbamoyl)sulfamoyl)propyl)-N-methylisobutyramide, Potassium Salt